(phenyl)[(phenyl)(quinolyl)indolocarbazolyl]triazine C1(=CC=CC=C1)C=1C(=NN=NC1)C1=C2C(=CC(=C1C1=NC3=CC=CC=C3C=C1)C1=CC=CC=C1)N=C1C=CC3=C4C=CC=CC4=NC3=C12